FC(C=1N=C(SC1)C=O)(F)F [4-(trifluoromethyl)thiazol-2-yl]methanone